N-{[5-chloro-6-(1-methyl-1,6-diaza-1H-inden-5-yl)-2-indolyl]methyl}acetamide ClC=1C=C2C=C(NC2=CC1C=1C=C2C=CN(C2=CN1)C)CNC(C)=O